C(C)(C)(C)OC(=O)N1CC(C[C@@H](C1)NC=1C2=C(N=CN1)C(=CC(=N2)Cl)C(=O)OC)(F)F (5S)-5-{[6-chloro-8-(methoxycarbonyl)pyrido[3,2-d]pyrimidin-4-yl]amino}-3,3-difluoropiperidine-1-carboxylic acid tert-butyl ester